BrC=1N=CC=2N(C1)C=C(N2)[C@@H]2N(CCC2)C(=O)OC(C)(C)C tert-butyl (2R)-2-{6-bromoimidazo[1,2-a]pyrazin-2-yl}pyrrolidine-1-carboxylate